C(C)(C)(C)OC(NC(CO)(CO)CO)=O N-[2-hydroxy-1,1-bis(hydroxymethyl)-ethyl]carbamic acid tert-butyl ester